tert-butyl 3-(5-((4-methoxybenzyl)thio)thiophen-2-yl)azetidine-1-carboxylate COC1=CC=C(CSC2=CC=C(S2)C2CN(C2)C(=O)OC(C)(C)C)C=C1